(R)-2-hydroxy-4-phenylbutyrate O[C@@H](C(=O)[O-])CCC1=CC=CC=C1